(2Z)-3-amino-3-[5-(oxan-4-yloxy)pyridin-2-yl]prop-2-enenitrile N\C(=C/C#N)\C1=NC=C(C=C1)OC1CCOCC1